(2-(benzyloxy)-4,6-dihydroxy-3-methylphenyl)(indolin-1-yl)methanone ethyl-(Sa)-4-chloro-6-(2-cyanoethyl)-7-(2,3-dichlorophenyl)-8-fluoro-2-methylquinoline-3-carboxylate C(C)OC(=O)C=1C(=NC2=C(C(=C(C=C2C1Cl)CCC#N)C1=C(C(=CC=C1)Cl)Cl)F)C.C(C1=CC=CC=C1)OC1=C(C(=CC(=C1C)O)O)C(=O)N1CCC2=CC=CC=C12